(1S,7a'S)-7a'-(((tert-butyldiphenylsilyl)oxy)methyl)-2,2-difluorotetrahydro-1'H,3'H-spiro[cyclopropane-1,2'-pyrrolizine] [Si](C1=CC=CC=C1)(C1=CC=CC=C1)(C(C)(C)C)OC[C@]12CCCN2C[C@@]2(C1)C(C2)(F)F